2-chloro-6-(trifluoromethyl)pyridine-4-carbonitrile ClC1=NC(=CC(=C1)C#N)C(F)(F)F